C(C)(=O)O[C@@H](COC1=CC=C(C=C1)C(C)(C)C1=CC(=C(C(=C1)Cl)OC[C@@H](CCl)OC(C)=O)Cl)CN1CCOCC1 (R)-1-(4-(2-(4-((S)-2-acetoxy-3-chloropropoxy)-3,5-dichlorophenyl)propan-2-yl)phenoxy)-3-morpholinopropan-2-yl acetate